3-hydroxy-6-[5,7-dihydroxy-4-oxo-8-(2-isopropenyl-5-methylhex-4-enyl)-2,3-dihydro-4H-chromen-2-yl]phenolate OC=1C=C(C(=CC1)C1OC2=C(C(=CC(=C2C(C1)=O)O)O)CC(CC=C(C)C)C(=C)C)[O-]